C(C)OC(CCCN1C(C(NC2=CC=C(C=C12)F)=O)=O)=O.ClC1=C(C=C(CN2C(C3=CC(=CC=C3C2)C2=NC(=NC=C2)SC)=O)C=C1)F 2-(4-chloro-3-fluorobenzyl)-6-(2-(methylthio)pyrimidin-4-yl)isoindolin-1-one ethyl-4-(7-fluoro-2,3-dioxo-3,4-dihydroquinoxalin-1(2H)-yl)butanoate